N1=C(N=CC=C1)C1=CC=C(C(=O)O)C=C1 4-(pyrimidin-2-yl)benzoic acid